(3-fluoro-4-methoxy-8-oxo-5,6,7,8-tetrahydronaphthalen-1-yl)acetamide FC=1C=C(C=2C(CCCC2C1OC)=O)CC(=O)N